tert-butyl (2-((2-((2-aminoethyl)amino)-2-oxoethyl)amino)-2-oxoethyl)carbamate NCCNC(CNC(CNC(OC(C)(C)C)=O)=O)=O